FC1=CC=C(C=C1)N(S(=O)(=O)C=1C=C2C(CC(OC2=CC1)C1CCOCC1)=O)CC(C)C N-(4-fluorophenyl)-N-isobutyl-4-oxo-2-(tetrahydro-2H-pyran-4-yl)chroman-6-sulfonamide